C(C(=C)C)(=O)OCCOCCN=C=O 2-(2-Methacryloyloxyethoxy)ethyl isocyanate